FC1=C(C(=CC=C1)F)C=1C=CC(=NC1)CN(C(=O)C1(CC1)C1=CC=C2C(NN=C(C2=C1)CNC(OC(C)(C)C)=O)=O)C(COC)COC tert-butyl ((7-(1-(((5-(2,6-difluorophenyl)pyridin-2-yl)methyl)(1,3-dimethoxypropan-2-yl)carbamoyl)cyclopropyl)-4-oxo-3,4-dihydrophthalazin-1-yl)methyl)carbamate